3-phenyl-4(3H)quinazolinone C1(=CC=CC=C1)N1C=NC2=CC=CC=C2C1=O